FC=1C=C2C(=CNC2=CC1F)NC1=NC2=CC(=CC=C2C=C1)C(F)(F)F N-(5,6-difluoro-1H-indol-3-yl)-7-(trifluoromethyl)quinolin-2-amine